CON(C(=O)C1=NC(=NC=C1)C)C N-methoxy-N,2-dimethylpyrimidine-4-carboxamide